octanediol monoacrylate C(C=C)(=O)OC(CCCCCCC)O